ON=[N+]=[N-] hydroxy AZide